[N+](=O)([O-])C=1C=CC(=NC1NC1=CC=NC=C1)N1CCN(CCC1)C(=O)OC(C)(C)C tert-butyl 4-{5-nitro-6-[(pyridin-4-yl) amino] pyridin-2-yl}-1,4-diazacycloheptane-1-carboxylate